FC=1C=C(C=CC1F)C=1C=C(C=NC1)OC=1C=NC(=C(C#N)C1)OC1=C(C=C(C=C1)S(=O)(=O)C)C 5-((5-(3,4-difluorophenyl)pyridin-3-yl)oxy)-2-(2-methyl-4-(methylsulfonyl)phenoxy)nicotinonitrile